7-([1,1'-biphenyl]-3-yloxy)-2-carboxy-1,2,3,4-tetrahydronaphthalene C1(=CC(=CC=C1)OC1=CC=C2CCC(CC2=C1)C(=O)O)C1=CC=CC=C1